Cl.N[C@@H](CC(=O)OC)C1=CC=C(C=C1)C1=C(N=CS1)C methyl (S)-3-amino-3-(4-(4-methylthiazol-5-yl)phenyl)propanoate hydrochloride